(7R,8aS)-2-[(3R)-3-cyclopropyl-3-hydroxypropanoyl]-7-(2,3-dichloro-6-hydroxyphenyl)-hexahydropyrrolo[1,2-a]pyrazin-4-one C1(CC1)[C@@H](CC(=O)N1C[C@H]2N(C(C1)=O)C[C@H](C2)C2=C(C(=CC=C2O)Cl)Cl)O